tert-butyl (7S)-2-bromo-7-[4-[tert-butyl(diphenyl)silyl]oxybutyl]-6,7-dihydro-4H-pyrazolo[1,5-a]pyrazine-5-carboxylate BrC1=NN2C(CN(C[C@@H]2CCCCO[Si](C2=CC=CC=C2)(C2=CC=CC=C2)C(C)(C)C)C(=O)OC(C)(C)C)=C1